Diphenyl-(p-phenylphenylthienyl)sulfonium hexafluoroantimonate F[Sb-](F)(F)(F)(F)F.C1(=CC=CC=C1)[S+](C=1SC=CC1C1=CC=C(C=C1)C1=CC=CC=C1)C1=CC=CC=C1